7-(4-aminopiperidin-1-yl)-2-(2-methyl-1,3-benzothiazol-5-yl)-4H-pyrido[1,2-a]pyrimidin NC1CCN(CC1)C=1C=CC=2N(CC=C(N2)C=2C=CC3=C(N=C(S3)C)C2)C1